C1(CCCC1)N1N=CC=C1C1=NC=CC=C1 1-cyclopentyl-5-(pyridin-2-yl)-1H-pyrazol